BrC1=C(C(N(C=C1)CCN(C)C)=O)OC1=C(C=CC=C1C)C 4-bromo-1-(2-(dimethylamino)ethyl)-3-(2,6-dimethylphenoxy)pyridin-2(1H)-one